(2-(4-hydroxycyclohexyl)propan-2-yl)carbamic acid tert-butyl ester C(C)(C)(C)OC(NC(C)(C)C1CCC(CC1)O)=O